C(C=C)N1N(C2=NC(=NC=C2C1=O)NC1=CC(=C(C=C1)OC1CCN(CC1)C)C)C=1SC=C(N1)C(C)(C)O 2-allyl-1-(4-(2-hydroxypropan-2-yl)thiazol-2-yl)-6-((3-methyl-4-((1-methylpiperidin-4-yl)oxy)phenyl)amino)-1,2-dihydro-3H-Pyrazolo[3,4-d]pyrimidin-3-one